FC1(C(C1)SC1=NC=CC(=C1C(=O)OC)C)F Methyl 2-[(2,2-difluorocyclopropyl)sulfanyl]-4-methylpyridine-3-carboxylate